P[Ir+]P diphosphinoiridium (III)